(cis)-benzyl 5-(3-(tert-butoxy)-2,2-dimethyl-3-oxopropyl)-3,3-difluoro-6-oxohexahydropyrrolo[3,4-b]pyrrole-1(2H)-carboxylate C(C)(C)(C)OC(C(CN1C([C@@H]2N(CC([C@@H]2C1)(F)F)C(=O)OCC1=CC=CC=C1)=O)(C)C)=O